2,5-dibromo-3,4-ethylenedithiothiophene C1CSC2=C(SC(=C2S1)Br)Br